C(C)(=O)OC\C=C/COC(C)=O (2Z)-3-but-2-ene-1,4-diyl diacetate